tert-butyl N-[3-[[(2S)-2-amino-6-(tertbutoxycarbonylamino)hexanoyl]-(2-hydroxyethyl)amino]-2-hydroxy-propyl]carbamate N[C@H](C(=O)N(CC(CNC(OC(C)(C)C)=O)O)CCO)CCCCNC(=O)OC(C)(C)C